N1=NC(=NN=C1C=1C=C(C=C(C1)N)N)C=1C=C(C=C(C1)N)N 5,5'-(1,2,4,5-tetrazine-3,6-diyl)bisbenzene-1,3-diamine